5-chloro-2-((4-fluoro-2-methylphenyl)amino)nicotinic acid ClC=1C=NC(=C(C(=O)O)C1)NC1=C(C=C(C=C1)F)C